3-((5,6-Bis(benzyloxy)pyrimidin-4-yl)methyl)-5-(4-bromophenyl)oxazolidin-2-one C(C1=CC=CC=C1)OC=1C(=NC=NC1OCC1=CC=CC=C1)CN1C(OC(C1)C1=CC=C(C=C1)Br)=O